4-methyl-3-(4-{5-[(7S)-7-Methyl-7-[(2R)-2-methylpyrrolidin-1-yl]-6,7,8,9-tetrahydro-5H-benzo[7]annulen-2-yl]-1H-pyrrolo[2,3-b]pyridin-3-yl}phenyl)pyridazine CC1=C(N=NC=C1)C1=CC=C(C=C1)C1=CNC2=NC=C(C=C21)C=2C=CC1=C(CC[C@](CC1)(N1[C@@H](CCC1)C)C)C2